2-(3-chlorophenoxy)-N-(6-chloropyrimidin-4-yl)propanamide ClC=1C=C(OC(C(=O)NC2=NC=NC(=C2)Cl)C)C=CC1